COC=1C(=NC=CC1)[C@@H]1[C@@H](O[C@@]([C@H]1C)(C(F)(F)F)C)C(=O)NC1=CC(=NC=C1)C(=O)N (2R,3R,4S,5S)-4-[[3-(3-Methoxy-2-pyridyl)-4,5-dimethyl-5-(trifluoromethyl)tetrahydrofuran-2-carbonyl]amino]pyridin-2-carboxamid